1-bromo-2-methoxyethane methyl-8-bromo-9-(3-((1-(3-fluoropropyl)azetidin-3-yl)methyl)phenyl)-6,7-dihydro-5H-benzo[7]annulene-3-carboxylate COC(=O)C1=CC2=C(C(=C(CCC2)Br)C2=CC(=CC=C2)CC2CN(C2)CCCF)C=C1.BrCCOC